[Si](C)(C)(C(C)(C)C)OC1C(NC(C1)CC)=O 3-[tert-butyl(dimethyl)silyl]oxy-5-ethyl-pyrrolidin-2-one